2-((2-methyl-4-(trifluoromethyl)phenyl)sulfonyl)-6-((tetrahydro-2H-pyran-4-yl)methyl)-2,6-diazaspiro[3.3]heptane CC1=C(C=CC(=C1)C(F)(F)F)S(=O)(=O)N1CC2(C1)CN(C2)CC2CCOCC2